BrC=1N=C(C(=NC1)N)C=1C=NN(C1)C1CC1 5-bromo-3-(1-cyclopropyl-1H-pyrazol-4-yl)pyrazine-2-amine